3-Cyclopropylimidazo[1,2-b]pyridazin-6-amine C1(CC1)C1=CN=C2N1N=C(C=C2)N